CC1OC=2C=C(C=CC2C=2C=NC(=CC21)NC=2C=C(C=NC2)NC(CCC=2C=C(C=CC2)NC(OC(C)(C)C)=O)=O)N2C(CCC2)=O tert-butyl (3-(3-((5-((5-methyl-8-(2-oxopyrrolidin-1-yl)-5H-chromeno[4,3-c]pyridin-3-yl)amino)pyridin-3-yl)amino)-3-oxopropyl)phenyl)carbamate